Piperazinyl-amino-pyrazole N1(CCNCC1)C=1C(=NNC1)N